(5S)-5-[[8-methoxy-6-(4,4,5,5-tetramethyl-1,3,2-dioxaborolan-2-yl)-3,4-dihydro-1H-isoquinolin-2-yl]methyl]pyrrolidin-2-one COC=1C=C(C=C2CCN(CC12)C[C@@H]1CCC(N1)=O)B1OC(C(O1)(C)C)(C)C